N-(1-(6-chloro-2-methyl-4-oxo-3,4-dihydropyrido[3,4-d]pyrimidin-8-yl)ethyl)carboxamide ClC1=CC2=C(N=C(NC2=O)C)C(=N1)C(C)NC=O